CC1=C(C=CC=C1C)N1CCN(C2(CC2)C1)C(CN1N=C(C2=C1C[C@@H]1[C@H]2C1)C(=O)N1CCC(CC1)O)=O 1-(7-(2,3-dimethylphenyl)-4,7-diazaspiro[2.5]octan-4-yl)-2-((3bR,4aR)-3-(4-hydroxypiperidine-1-carbonyl)-3b,4,4a,5-tetrahydro-1H-cyclopropa[3,4]cyclopenta[1,2-c]pyrazol-1-yl)ethanone